(1S,3S,5S)-N-((4-(N-acetoxycarbamimidoyl)-5-(trifluoromethyl)thiophen-2-yl)methyl)-5-methyl-2-((4-phenoxybutanoyl)glycyl)-2-azabicyclo[3.1.0]hexane-3-carboxamide C(C)(=O)ONC(=N)C=1C=C(SC1C(F)(F)F)CNC(=O)[C@H]1N([C@H]2C[C@]2(C1)C)C(CNC(CCCOC1=CC=CC=C1)=O)=O